N1N=CC(=C1)C1=CC=C(C=C1)C1=NC(=NC(=N1)C1=CC=C(C=C1)C=1C=NNC1)C1=CC=C(C=C1)C=1C=NNC1 2,4,6-tris(4-(1H-pyrazol-4-yl)phenyl)-1,3,5-triazine